C(C1=CC=CC=C1)OC=1C=C2C=C(N(C2=CC1)C)[Si](CC)(CC)CC 5-(benzyloxy)-1-methyl-2-(triethylsilyl)-1H-indole